ClC1=CC=C(C=C1)C1=NC2=CC=CC=C2C2=C1C=1C=CC=CC1C2=O 6-(4-chlorophenyl)indeno[1,2-c]quinolin-11-one